1-(8-(3-methyl-1,2,4-oxadiazol-5-yl)-8-azabicyclo[3.2.1]oct-3-yl)-N-(1-methylcyclopentyl)piperidine-4-carboxamide CC1=NOC(=N1)N1C2CC(CC1CC2)N2CCC(CC2)C(=O)NC2(CCCC2)C